OCCOCCOCCOCCOCCNC(OC(C)(C)C)=O tert-butyl N-[2-[2-[2-[2-(2-hydroxyethoxy)ethoxy] ethoxy]ethoxy]ethyl]carbamate